2-Cyclohexyl-bromoethane C1(CCCCC1)CCBr